O=C1N(CCC(N1)=O)C1=C2C=NN(C2=CC=C1)[C@@H]1CN(CC1)CC1CCN(CC1)C1=C(C=C(C(=O)N)C=C1)F 4-(4-(((S)-3-(4-(2,4-dioxotetrahydropyrimidin-1(2H)-yl)-1H-indazol-1-yl)pyrrolidin-1-yl)methyl)piperidin-1-yl)-3-fluorobenzamide